4-(3-fluorobenzyl)pyrrolidine-2-carboxamide FC=1C=C(CC2CC(NC2)C(=O)N)C=CC1